FC1=C(OC2=CC(=C(C(=O)C3=CNC4=NC=C(C(=C43)N[C@@H]4CC[C@H](OC4)CNC(C)=O)OC)C=C2)F)C(=CC=C1)F N-(((2S,5R)-5-((3-(4-(2,6-difluorophenoxy)-2-fluorobenzoyl)-5-methoxy-1H-pyrrolo[2,3-b]pyridin-4-yl)amino)tetrahydro-2H-pyran-2-yl)methyl)acetamide